CN1CC2(CC2C1)C#CC1=C(C=C2C(=NC=NC2=C1)NC1=CC(=C(C=C1)OC1=CC=2N(C=C1)N=CN2)C)NC(C=C)=O N-[7-[2-(3-methyl-3-azabicyclo[3.1.0]hexan-1-yl)ethynyl]-4-[3-methyl-4-([1,2,4]triazolo[1,5-a]pyridin-7-yloxy)anilino]quinazolin-6-yl]prop-2-enamide